NCC1=CC(=C(N=N1)C1C(NC(CC1)=O)=O)F 3-(6-(Aminomethyl)-4-fluoropyridazin-3-yl)piperidine-2,6-dione